tert-butyl (3R,4S)-4-(4-aminophenyl)-3-hydroxy-piperidine-1-carboxylate NC1=CC=C(C=C1)[C@H]1[C@H](CN(CC1)C(=O)OC(C)(C)C)O